O.[Na+].[Na+].P(=O)([O-])([O-])OC[C@@H]1[C@H]([C@H]([C@@H](O1)N1C=NC=2C(O)=NC=NC12)O)O inosine 5'-phosphate disodium salt hydrate